C(C)(C)(C)N(C(O)=O)CC(=C(F)F)CN1N=C(N(C1=O)CC=1SC(=CC1)C=1C=NN(C1)CC)C.C(CCCCCCCCCCCCCCCCC)[Si](OCC)(OCC)OCC octadecyltriethoxysilane tert-butyl-(2-((4-((5-(1-ethyl-1H-pyrazol-4-yl)thiophen-2-yl)methyl)-3-methyl-5-oxo-4,5-dihydro-1H-1,2,4-triazol-1-yl)methyl)-3,3-difluoroallyl)carbamate